2-[tert-butyl(diphenyl)silyl]oxy-2-methyl-propan-1-amine [Si](C1=CC=CC=C1)(C1=CC=CC=C1)(C(C)(C)C)OC(CN)(C)C